C1(=CC=CC=C1)C(C1CCN(CC1)C(=O)OC(C)(C)C)N1N=CC(=C1)B1OC(C(O1)(C)C)(C)C tert-Butyl 4-{phenyl[4-(4,4,5,5-tetramethyl-1,3,2-dioxaborolan-2-yl)-1H-pyrazol-1-yl]methyl}piperidine-1-carboxylate